2-(5-Bromo-pyridin-3-yl)-2-Fluoro-pentanoic Acid (5-bromo-pyridin-2-yl) Amide BrC=1C=CC(=NC1)NC(C(CCC)(F)C=1C=NC=C(C1)Br)=O